9-amino-3-oxa-7-azabicyclo[3.3.1]nonan NC1C2COCC1CNC2